ClC=1C=C(C=CC1)C(\C=C\CCCC)=O (E)-1-(3-chlorophenyl)-2-hepten-1-one